C1(CC1)NC1=CC=C(C(=N1)F)C1=NN(C=C1C(=O)N[C@@H]1C(NC2=C(C(=N1)C1=CC=CC=C1)C=CC=C2)=O)C2CCC(CC2)(F)F (3-[6-(cyclopropylamino)-2-fluoropyridin-3-yl])-1-(4,4-difluorocyclohexyl)-N-[(3S)-2-oxo-5-phenyl-1,3-dihydro-1,4-benzodiazepine-3-yl]Pyrazole-4-carboxamide